NCCC=1C=CC(=NC1)C1=C(C=C(C#N)C=C1)OC=1N=NC=C(C1)N1CCOCC1 4-[5-(2-aminoethyl)pyridin-2-yl]-3-(5-morpholin-4-ylpyridazin-3-yl)oxybenzonitrile